N1N=CC2=CC=CC(=C12)C1=CC=C(N=N1)NC(=O)[C@@]1(CN(CCC1)C(=O)OC(C)(C)C)F tert-butyl (R)-3-((6-(1H-indazol-7-yl)pyridazin-3-yl)carbamoyl)-3-fluoropiperidine-1-carboxylate